C(C)(C)(C)C1=NC(=NO1)C(=O)NCC1=C(C(=C(C=C1)C1=CC=NC=2N1N=C(C2)C=2C=NN(C2)C)F)C 5-tert-butyl-N-[[3-fluoro-2-methyl-4-[2-(1-methylpyrazol-4-yl)pyrazolo[1,5-a]pyrimidin-7-yl]phenyl]methyl]-1,2,4-oxadiazole-3-carboxamide